4-Bromo-2-[(4-cyanopyridazin-3-yl)sulfanyl]benzoic acid BrC1=CC(=C(C(=O)O)C=C1)SC=1N=NC=CC1C#N